C(=O)(O)C=1C=C(C=C(C1)C(=O)O)NC1=NC(=NC(=N1)NC1=CC(=CC(=C1)C(=O)O)C(=O)O)NC1=CC(=CC(=C1)C(=O)O)C(=O)O 2,4,6-tris(3,5-dicarboxyphenylamino)-1,3,5-triazine